(2r,3s)-8-benzyl-3-methyl-2-(trifluoromethyl)-8-azaspiro[4.5]decan-1-amine C(C1=CC=CC=C1)N1CCC2(C[C@@H]([C@H](C2N)C(F)(F)F)C)CC1